N1=CN=C2N=CNC2=C1N[C@@H]1[C@H]([C@@H]([C@H]([C@@H](O1)CO)NC(=O)C1(CCCC1)N)O)O N-((2R,3R,4R,5S,6S)-6-((7H-purin-6-yl)amino)-4,5-dihydroxy-2-(hydroxymethyl)tetrahydro-2H-pyran-3-yl)-1-aminocyclopentane-1-carboxamide